Methyl (S)-5-(5-amino-1,3-dioxoisoindolin-2-yl)-2-(4-(2-(2,4-diaminopteridin-6-yl)ethyl) benzamido)-pentanoate NC=1C=C2C(N(C(C2=CC1)=O)CCC[C@@H](C(=O)OC)NC(C1=CC=C(C=C1)CCC=1N=C2C(=NC(=NC2=NC1)N)N)=O)=O